1-vinyl-3-hexadecyl-imidazole bromide salt [Br-].C(=C)N1CN(C=C1)CCCCCCCCCCCCCCCC